The molecule is an omega-hydroxy-long-chain fatty acid that is henicosanoic acid in which one of the hydrogens of the terminal methyl group has been replaced by a hydroxy group. It is a straight-chain saturated fatty acid and an omega-hydroxy-long-chain fatty acid. It derives from a henicosanoic acid. It is a conjugate acid of a 21-hydroxyhenicosanoate. C(CCCCCCCCCCO)CCCCCCCCCC(=O)O